Cis-Dihydrocarvone C[C@@H]1CC[C@@H](CC1=O)C(=C)C